(S)-1-(1-(4-(Difluoromethyl)-6-(3-methoxytetrahydrofuran-3-yl)pyridine-2-yl)-3-methyl-1H-pyrazolo[4,3-c]pyridine-6-yl)urea FC(C1=CC(=NC(=C1)[C@@]1(COCC1)OC)N1N=C(C=2C=NC(=CC21)NC(=O)N)C)F